2-fluoro-6-(2,4-dimethoxyanilino)-9-(tetrahydrofuran-2-yl)-9H-purine FC1=NC(=C2N=CN(C2=N1)C1OCCC1)NC1=C(C=C(C=C1)OC)OC